CC(C(=O)O)(CCCCCCCC(=O)O)C1CC(N(C(C1)(C)C)C)(C)C.C(CC1=CC=CC=C1)C1C(C1)C1=CC=C(C=C1)OC 1-(2-phenethylcyclopropyl)4-methoxybenzene methyl-(1,2,2,6,6-pentamethyl-4-piperidyl)-sebacate